(R)-2-(trifluoromethyl)-5-(4-(4-(trifluoromethyl)pyrazolo[1,5-a]pyridin-2-yl)-6,7-dihydro-1H-imidazo[4,5-c]pyridin-5(4H)-yl)-1,3,4-oxadiazole FC(C=1OC(=NN1)N1[C@H](C2=C(CC1)NC=N2)C2=NN1C(C(=CC=C1)C(F)(F)F)=C2)(F)F